Cl.C(C)(C)(C)C1=NC(=NO1)C(=O)NCC1=C(C(=C(C=C1)C1=NC=NN2C1=CC(=C2)C=2C=NN(C2)C)F)CC(F)F 5-(tert-butyl)-N-(2-(2,2-difluoroethyl)-3-fluoro-4-(6-(1-methyl-1H-pyrazol-4-yl)pyrrolo[2,1-f][1,2,4]triazin-4-yl)benzyl)-1,2,4-oxadiazole-3-carboxamide hydrochloride